Isobutyl 7-(2-(2-chloroacetamido)benzo[d]thiazol-6-yl)-2,3-dihydro-1H-pyrido[2,3-b][1,4]oxazine-1-carboxylate ClCC(=O)NC=1SC2=C(N1)C=CC(=C2)C2=CC1=C(OCCN1C(=O)OCC(C)C)N=C2